3-iodo-5-methyl-4-((1r,4r)-4-(trifluoromethoxy)cyclohexyl)pyridine IC=1C=NC=C(C1C1CCC(CC1)OC(F)(F)F)C